O=C1[C@H](C2SCC(=C(N12)C(=O)O)CSC1=CC=CC=C1)NC(COC1=CC=CC=C1)=O (7R)-8-oxo-7-(2-phenoxyacetamido)-3-((phenylthio)methyl)-5-thia-1-azabicyclo[4.2.0]oct-2-ene-2-carboxylic acid